FC(C(=O)O)(F)F.C(C)(C)OC1=CC=2N(C=C1C(=O)NC=1C(=NC=CC1)OC)C=C(N2)C21CC(C2)(C1)OC 7-isopropoxy-2-(3-methoxybicyclo[1.1.1]pent-1-yl)-N-(2-methoxypyridin-3-yl)imidazo[1,2-a]pyridine-6-carboxamide trifluoroacetate salt